3-(N,N'-dimethylamino)pyridine CN(C)C=1C=NC=CC1